CN1C(C(=CC2=CN=C(C=C12)NC(=O)C1CC1)C=1C=NC(=CC1C)[C@H](C(F)(F)F)O)=O (R)-N-(1-methyl-3-(4-methyl-6-(2,2,2-trifluoro-1-hydroxyethyl)pyridin-3-yl)-2-oxo-1,2-dihydro-1,6-naphthyridin-7-yl)cyclopropanecarboxamide